5-bromo-N,N-bis(4-methoxybenzyl)pyrimidin-2-amine BrC=1C=NC(=NC1)N(CC1=CC=C(C=C1)OC)CC1=CC=C(C=C1)OC